methyl-4-chlorophenol CC1=C(C=CC(=C1)Cl)O